2-(methyl(2-oxo-4-(o-tolyl)-2H-chromen-7-yl)amino)propenamide CN(C(C(=O)N)=C)C1=CC=C2C(=CC(OC2=C1)=O)C1=C(C=CC=C1)C